C1(=CC=CC=C1)N1N=CC(=C1C(F)(F)F)C(=O)NN=CC1=C(C=CC=C1C)C 1-phenyl-5-trifluoromethyl-N'-(1-(2,6-dimethylphenyl)methylene)-1H-pyrazole-4-carboxylic acid hydrazide